2-(6-aminopyridin-3-yl)-3-(cyclohex-1-en-1-yl)-7-methoxy-6-(4-methoxyphenyl)-N-(pyridin-2-yl)pyrazolo[1,5-a]pyrimidin-5-amine NC1=CC=C(C=N1)C1=NN2C(N=C(C(=C2OC)C2=CC=C(C=C2)OC)NC2=NC=CC=C2)=C1C1=CCCCC1